OC(C(=O)OC)CC(=O)OC Dimethyl 2-hydroxysuccinate